ClC=1C=NN2C1N=C1C(=C2NCC2=CC=C(C(=O)N)C=C2)CCC12CCCC2 4-(((3-chloro-6,7-dihydrospiro[cyclopenta[d]pyrazolo[1,5-a]pyrimidine-5,1'-cyclopentane]-8-yl)amino)methyl)benzamide